N1=C(C=CC=C1)OC(OC1=NC=CC=C1)=O Bis(2-pyridyl)carbonat